methyl phosphonate (methylphosphonate) CP(O)(O)=O.P(OC)(O)=O